C(C1=CC=CC=C1)N1N=CC=C1NC(C)=C(C(=O)OCC)C(=O)OCC diethyl 2-(1-((1-benzyl-1H-pyrazol-5-yl)amino)ethylidene)malonate